1-[(12aR)-10-chloro-9-(2-chloro-6-hydroxyphenyl)-8-ethynyl-3,4,12,12a-tetrahydro-6H-pyrazino[2,1-c][1,4]benzooxazepin-2(1H)-yl]prop-2-en-1-one ClC1=C(C(=CC=2CN3[C@@H](COC21)CN(CC3)C(C=C)=O)C#C)C3=C(C=CC=C3O)Cl